5-(3-(trifluoromethyl)benzyl)pyrimidin-4(3H)-one FC(C=1C=C(CC=2C(NC=NC2)=O)C=CC1)(F)F